C12(CC3CC(CC(C1)C3)C2)CC2=C(C(=C(C=C2)C2=CC=CC=C2)N)CC23CC1CC(CC(C2)C1)C3.[Pd+2] palladium(II) bis[(1-adamantyl)methyl](2-aminobiphenyl)